C(=CCCCCCCCCCCCCCCC)C=1N(CCN1)CCO 2-heptadecenylhydroxyethylimidazoline